C1=CC=C(C=C1)C(=O)C2=CC=C(C=C2)N3C(=O)C=CC3=O 4-(N-Maleimido)Benzophenone